C(C)OC(=O)C=1C=CN2C3=C(C=CC12)C=NC(=N3)OC.FC=3C=C(C=CC3C=3C=NC(=CC3)C=3N=NN(N3)C=C)N3C(O[C@@H](C3)C(F)O)=O (S)-3-(3-fluoro-4-(6-(2-vinyl-2H-tetrazol-5-yl)pyridin-3-yl)phenyl)-5-(hydroxyfluoromethyl)oxazolidin-2-one ethyl-2-methoxy-pyrimido[4,5-e]indolizine-7-carboxylate